methyl (2S)-2-amino-2-(1-methylcyclopropyl)acetate hydrochloride Cl.N[C@H](C(=O)OC)C1(CC1)C